2-((tert-Butyldimethylsilanyloxy)ethyl)-2-isopropylpyridin-3-amine [Si](C)(C)(C(C)(C)C)OCCC1(NC=CC=C1N)C(C)C